7-chloro-N-[5-(2,2-difluoroethoxy)-3-fluoro-6-methoxy-2-pyridinyl]imidazo[1,2-a]pyridine-3-sulfonamide ClC1=CC=2N(C=C1)C(=CN2)S(=O)(=O)NC2=NC(=C(C=C2F)OCC(F)F)OC